FC1(CN(CC1)C1=NC=CC(=C1NC(=O)C=1C=NC(=NC1)C(C)C)C1=C(C=CC(=C1)F)C)F N-(2-(3,3-difluoropyrrolidin-1-yl)-4-(5-fluoro-2-methylphenyl)pyridin-3-yl)-2-isopropylpyrimidine-5-carboxamide